C(C1=CC=CC=C1)N1CCN(CC1)C=1C=CC(=NC1)NC=1C=NC2=CC=C(N=C2C1)C=1N=CNC1C1=C(C=CC(=C1)Cl)F N-[5-(4-benzylpiperazin-1-yl)-2-pyridyl]-6-[5-(5-chloro-2-fluoro-phenyl)-1H-imidazol-4-yl]-1,5-naphthyridin-3-amine